CN(S(=O)(=O)C[C@@H](C(=O)N[C@@H](CCCC1=CC=CC=C1)B(O)O)NC(=O)C1=NC=CN=C1)C ((R)-1-((R)-3-(N,N-dimethylsulfamoyl)-2-(pyrazine-2-carboxamido)propanamido)-4-phenylbutyl)boronic acid